1-(5-ethynyl-2-{[4-(4-methylpiperazin-1-yl)phenyl]amino}pyrido[2,3-d]pyrimidin-7-yl)-3-(oxetan-3-yl)urea C(#C)C1=CC(=NC=2N=C(N=CC21)NC2=CC=C(C=C2)N2CCN(CC2)C)NC(=O)NC2COC2